ClC1=NC=C(C(=C1)N(C)C)[N+](=O)[O-] 2-chloro-N,N-dimethyl-5-nitropyridin-4-amine